2-(2-Chlorophenyl)-N-{4-[2-(propylamino)pyrimidin-5-yl]-3-sulfamoylphenyl}acetamide 2-phenylethyl-acetate (PHENYL-ETHYL-ACETATE) C1(=CC=CC=C1)C(C(=O)O)CC.C1(=CC=CC=C1)CCOC(C)=O.ClC1=C(C=CC=C1)CC(=O)NC1=CC(=C(C=C1)C=1C=NC(=NC1)NCCC)S(N)(=O)=O